FC=1C=C2C=NN(C2=C(C1)C(=O)OC)CC=1C=NC(=NC1)C1=CC(=CC(=C1)OC)F methyl 5-fluoro-1-((2-(3-fluoro-5-methoxyphenyl) pyrimidin-5-yl) methyl)-1H-indazole-7-carboxylate